N-(1-(2,4-bis(trifluoromethyl)benzyl)-1H-pyrazol-4-yl)-5-phenylnicotinamide FC(C1=C(CN2N=CC(=C2)NC(C2=CN=CC(=C2)C2=CC=CC=C2)=O)C=CC(=C1)C(F)(F)F)(F)F